C(C)(C)NC1=CC=C2C(CCNC2=C1C)(C1=CC=CC=C1)C N-isopropyl-4,8-dimethyl-4-phenyl-1,2,3,4-tetrahydroquinolin-7-amine